COC(C1C(C=CC=C1)(OC)OCCO[Si](C)(C)C(C)(C)C)=O 2-((tert-Butyldimethylsilanyloxy)ethoxy)-2-methoxybenzoic acid methyl ester